CC1=CC=C(C=C1)S(=O)(=O)OCC(CO)(C)OC1=CC=C(C=C1)Br 2-(4-bromophenoxy)-3-hydroxy-2-methylpropyl 4-methylbenzenesulfonate